BrCCOCCOCCOCCC(=O)N[C@H](C(=O)N1[C@@H](C[C@H](C1)O)C(=O)N[C@@H](C)C1=CC=C(C=C1)C1=C(N=CS1)C)C(C)(C)C (2S,4R)-1-[(2S)-2-[3-[2-[2-(2-bromoethoxy)ethoxy]ethoxy]propanoylamino]-3,3-dimethyl-butanoyl]-4-hydroxy-N-[(1S)-1-[4-(4-methylthiazol-5-yl)phenyl]ethyl]pyrrolidine-2-carboxamide